S1C=CC=2C(OC=3C=CC=CC3C21)CN (4H-thieno[3,2-c]chromen-4-yl)methanamine